C[Si](C)(C)C#CC1=CC=C(C2=CC=CC=C12)C#C[Si](C)(C)C 1,4-bis(trimethylsilylethynyl)naphthalene